1-dodecane-thiol C(CCCCCCCCCCC)S